(3E)-18-iodo-3-octadecen-1-ol ICCCCCCCCCCCCCC/C=C/CCO